OC1=C(C(=O)OC)C=CC=N1 methyl 2-hydroxynicotinate